FC(C(=O)NCCCC[C@H](N)C(=O)O)(F)F Nε-trifluoroacetyl-L-lysine